ClC=1C=C2C=C(NC2=CC1C1=NC(=C(C=C1)OC)F)CNC([C@@H](C)OC)=O N-{[5-chloro-6-(6-fluoro-5-methoxy-2-pyridyl)-2-indolyl]methyl}(R)-2-methoxypropionamide